NC1=NC=C(C2=C1N=C(N=C2)C=2C=C(C=CC2)C#C[C@]2(C(N(CC2)C)=O)O)C=2C=NNC2C (R)-3-[2-[3-[8-amino-5-(5-methyl-1H-pyrazol-4-yl)pyrido[3,4-d]pyrimidin-2-yl]phenyl]ethynyl]-3-hydroxy-1-methyl-pyrrolidin-2-one